[Cl-].[Cl-].CC(CCC)C1=CC(C2=CC=3CCCC3C=C12)[Zr+2] (3-(2-pentyl)-1,5,6,7-tetrahydro-s-indacenyl)zirconium dichloride